BrC=1C=CC(=C(C1)C=1NC=C(N1)CC)O 2-(5-bromo-2-hydroxyphenyl)-4(s)-ethylimidazole